(E)-6-(4-fluorostyryl)quinoline-4-carboxylic acid FC1=CC=C(/C=C/C=2C=C3C(=CC=NC3=CC2)C(=O)O)C=C1